11-(1,3-dioxoisoindolin-2-yl)-N-(2-mercaptoethyl)undecanamide O=C1N(C(C2=CC=CC=C12)=O)CCCCCCCCCCC(=O)NCCS